3-cyano-4-hydroxy-6-n-octyl sulfoxide C(#N)C(CC)C(CC(CC)S(=O)C(CC(C(CC)C#N)O)CC)O